NC1=C(N=CC(=N1)N1CCC2(CC1)C(C1CC1C2)N)SC2=C(C(=NC=C2)N)Cl 1'-(6-amino-5-((2-amino-3-chloro-pyridin-4-yl)thio)pyrazin-2-yl)spiro[bicyclo[3.1.0]hexane-3,4'-piperidin]-2-amine